O1CCC(CC1)COC=1C=C2CCCC(C2=CC1)CNC=1C=NC=CC1C(=O)O 3-({[6-(Oxacyclohex-4-ylmethoxy)-1,2,3,4-tetrahydronaphthalen-1-yl]methyl}amino)pyridine-4-carboxylic acid